cyclopentylmethylenesilylene-bis(4,7-dimethylinden-1-yl)hafnium C1(CCCC1)C=[Si]=[Hf](C1C=CC2=C(C=CC(=C12)C)C)C1C=CC2=C(C=CC(=C12)C)C